C(C)(C)(C)OC(N[C@@H]1CN(CC1)C=1C=C2N=C(C(=NC2=CC1)C1=CC=C(C=C1)C(F)(F)F)C1=CC=C(C=C1)C#N)=O (S)-(1-(3-(4-cyanophenyl)-2-(4-(trifluoromethyl)phenyl)quinoxalin-6-yl)pyrrolidin-3-yl)carbamic acid tert-butyl ester